2-((2R,4S)-2-(1-cyclopropyl-1H-pyrazol-4-yl)tetrahydro-2H-pyran-4-yl)-4-(4,4-difluorocyclohexyl)-6,7-dimethylpteridine C1(CC1)N1N=CC(=C1)[C@@H]1OCC[C@@H](C1)C1=NC2=NC(=C(N=C2C(=N1)C1CCC(CC1)(F)F)C)C